N-((1S,2S)-2-hydroxycyclopentyl)-N-(2-hydroxyethyl)-6-(N-(3-methyloxetan-3-yl)sulfamoyl)imidazo[1,5-a]pyridine-3-carboxamide O[C@@H]1[C@H](CCC1)N(C(=O)C1=NC=C2N1C=C(C=C2)S(NC2(COC2)C)(=O)=O)CCO